3-(chloromethyl)-N,N-dimethylbenzene-1-sulfonamide ClCC=1C=C(C=CC1)S(=O)(=O)N(C)C